O1C=C(C=C1)C1=NN(C2=CC=CC=C12)CC1=CC=C(C=C1)C(F)(F)F 3-(furan-3-yl)-1-(4-(trifluoromethyl)benzyl)-1H-indazole